N-sec-butylpentacosa-10,12-diynamide C(C)(CC)NC(CCCCCCCCC#CC#CCCCCCCCCCCCC)=O